NC=1SC(=C(N1)C1=CC(=C(C=C1)Cl)Cl)C#N 2-amino-4-(3,4-dichlorophenyl)thiazole-5-carbonitrile